ClC=1C=C(OC=2C3=C(N=CN2)C=CC(=N3)N3[C@@H]2CN([C@H](C3)C2)C(C=C)=O)C=CC1 1-((1S,4S)-5-(4-(3-chlorophenoxy)pyrido[3,2-d]pyrimidin-6-yl)-2,5-diazabicyclo[2.2.1]heptan-2-yl)prop-2-en-1-one